4-(cyclopropylamino)-2-((4-(dimethylphosphoryl)-2-methoxyphenyl)amino)-7H-pyrrolo[2,3-d]pyrimidine-5-carbonitrile C1(CC1)NC=1C2=C(N=C(N1)NC1=C(C=C(C=C1)P(=O)(C)C)OC)NC=C2C#N